ClC1=CC=C2C(=CNC2=C1C1=NC=NC(=C1)C)S(=O)(=O)Cl 6-chloro-7-(6-methylpyrimidin-4-yl)-1H-indole-3-sulfonyl chloride